diisooctyl-cyclohexane-1,2-dicarboxylic acid C(CCCCC(C)C)C1(C(CCCC1)(C(=O)O)CCCCCC(C)C)C(=O)O